2-[4-(2-Phenyl-cyclopropylamino)-piperidin-1-yl]-pyrimidine-5-carboxylic Acid Hydroxyamide TFA Salt OC(=O)C(F)(F)F.ONC(=O)C=1C=NC(=NC1)N1CCC(CC1)NC1C(C1)C1=CC=CC=C1